ClC=1C=C2C=CN(C2=C(C1)C1=C2C(=NC=C1)C=C(S2)CN2C(C1C(C1C2=O)(C)C)=O)CC(CO)O 3-((7-(5-chloro-1-(2,3-dihydroxypropyl)-1H-indol-7-yl)thieno[3,2-b]pyridin-2-yl)methyl)-6,6-dimethyl-3-azabicyclo[3.1.0]hexane-2,4-dione